(+/-)-[2-(4-{[3-(5-cyclopropyl-1,3,4-oxadiazol-2-yl)-1H-pyrrolo[2,3-b]pyridin-4-yl]oxy}-3,5-difluoroanilino)-5-methyl-5,6-dihydro-4H-1,3-oxazin-5-yl]methanol C1(CC1)C1=NN=C(O1)C1=CNC2=NC=CC(=C21)OC2=C(C=C(NC=1OC[C@@](CN1)(C)CO)C=C2F)F |r|